(2S,4S)-1-(tert-butoxycarbonyl)-4-acetamidopyrrolidine-2-carboxylic acid C(C)(C)(C)OC(=O)N1[C@@H](C[C@@H](C1)NC(C)=O)C(=O)O